N-octylpyrazine bromine salt [Br].C(CCCCCCC)N1CC=NC=C1